propenyl-tribromosilane C(=CC)[Si](Br)(Br)Br